2-amino-4-methylpentane-1-ol NC(CO)CC(C)C